(Z)-N-(3-(4-(4-bromophenyl)-4-hydroxypiperidin-1-yl)-3-oxo-1-phenylprop-1-en-2-yl)benzamide methyl-(3S)-7-bromo-1,2,3,4-tetrahydroisoquinoline-3-carboxylate COC(=O)[C@H]1NCC2=CC(=CC=C2C1)Br.BrC1=CC=C(C=C1)C1(CCN(CC1)C(/C(=C/C1=CC=CC=C1)/NC(C1=CC=CC=C1)=O)=O)O